alpha-fluorenylmethoxycarbonyl-L-threonine ethyl ester C(C)OC([C@@](N)([C@H](O)C)C(=O)OCC1=CC=CC=2C3=CC=CC=C3CC12)=O